CC(C)(C)[S@@](=O)N[C@H](C)C=1C=CC=C2C(N(C(=NC12)C1=CC=CC=C1)C)=O (R)-2-methyl-N-((R)-1-(3-methyl-4-oxo-2-phenyl-3,4-dihydroquinazolin-8-yl)ethyl)propane-2-sulfinamide